5-(1,1-dioxo-8-(trifluoromethyl)thiochroman-5-yl)-4-hydroxy-2-methylpyridazin-3(2H)-one O=S1(CCCC2=C(C=CC(=C12)C(F)(F)F)C1=C(C(N(N=C1)C)=O)O)=O